C(C1=CC=CC=C1)N1CCC2(CC1)COC1=C2C=CC=C1N1C(NC(CC1)=O)=O 1-(1'-benzyl-2H-spiro[benzofuran-3,4'-piperidin]-7-yl)dihydropyrimidine-2,4(1H,3H)-dione